C1(CCC(CC1)CO)CO cyclohexane-1,4-dimethanol